2,7-dimethyl-9-(2-((tetrahydro-2H-pyran-2-yl)oxy)-5-(2,4,4-trimethylpentan-2-yl)phenyl)-9H-carbazole CC1=CC=2N(C3=CC(=CC=C3C2C=C1)C)C1=C(C=CC(=C1)C(C)(CC(C)(C)C)C)OC1OCCCC1